6-bromo-4,5-dihydro-1H-benzo[d]azepin-2(3H)-one BrC1=CC=CC=2CC(NCCC21)=O